C(C)OC(=O)C1=NN(C=C1C1=NC=CC=C1C)C=1C=NC=CC1 4-(3-methylpyridin-2-yl)-1-(pyridin-3-yl)-1H-pyrazole-3-carboxylic acid ethyl ester